7-(1-isopropyl-piperidin-4-yl)-7H-pyrrolo[2,3-d]pyrimidin-4-ylamine C(C)(C)N1CCC(CC1)N1C=CC2=C1N=CN=C2N